octafluoro-1,6-hexanediol terephthalate C(C1=CC=C(C(=O)O)C=C1)(=O)O.FC(C(C(C(O)(F)F)(F)F)(F)F)(CCO)F